C(#N)CCOCC(CCCOCCC#N)OCCC#N 1,2,5-Tris(2-cyanoethoxy)pentan